6-(4-chloro-2-methylphenyl)-3-(2-hydroxy-2-methylpropyl)-8-(1-methyl-1H-pyrazol-4-yl)pyrido[3,4-d]pyrimidin-4(3H)-one ClC1=CC(=C(C=C1)C1=CC2=C(N=CN(C2=O)CC(C)(C)O)C(=N1)C=1C=NN(C1)C)C